(1-(5-(trifluoromethyl)pyrimidin-2-yl)piperidin-4-yl)methyl Methanesulfonate CS(=O)(=O)OCC1CCN(CC1)C1=NC=C(C=N1)C(F)(F)F